FC1([C@@](COC1)(C)NC(N([C@@H](C)C1=CC=NC=C1)C)=O)F 3-[(3S)-4,4-difluoro-3-methyl-tetrahydrofuran-3-yl]-1-methyl-1-[(1S)-1-(4-pyridyl)ethyl]urea